O=C1N[C@@H]([C@@H]2CC[C@H]1N2C(=O)[O-])C(=O)OCC ethyl (1S,2S,5R)-4-oxo-3,8-diazabicyclo[3.2.1]octane-2,8-dicarboxylate